C[C@H]1N([C@@H](CC1)C)C(=O)N[C@H](C(=O)O)CCN(CCCCC1=NC=2NCCCC2C=C1)CCOC1=CC=CC=C1 (2S)-2-[[(2R,5R)-2,5-dimethylpyrrolidine-1-carbonyl]amino]-4-[2-phenoxyethyl-[4-(5,6,7,8-tetrahydro-1,8-naphthyridin-2-yl)butyl]amino]butanoic acid